tert-butyl (2S,4R)-2-[(4-ethynyl-2-fluoro-phenyl)methylcarbamoyl]-4-hydroxy-pyrrolidine-1-carboxylate C(#C)C1=CC(=C(C=C1)CNC(=O)[C@H]1N(C[C@@H](C1)O)C(=O)OC(C)(C)C)F